CC1(NC(CC(C1)OCC(CC(C(C)=O)OC1CC(NC(C1)(C)C)(C)C)=O)(C)C)C 1,4-bis((2,2,6,6-tetramethyl-4-piperidinyl)oxy)-2,5-hexanedione